2-(1H-indol-3-yl)-N,N-dimethylethan-1-amine N1C=C(C2=CC=CC=C12)CCN(C)C